(E)-3-fluoro-N-phenyl-3-(4-(trifluoromethyl)phenyl)acrylamide F/C(=C/C(=O)NC1=CC=CC=C1)/C1=CC=C(C=C1)C(F)(F)F